ClC1=C(C(=O)NCC(N2CCC(CC2)COC2=NC=CC=C2C)C2=C(N=CS2)C(F)F)C(=CC=C1)F 2-Chloro-N-{2-[4-(difluoromethyl)-1,3-thiazol-5-yl]-2-(4-{[(3-methylpyridin-2-yl)-oxy]methyl}piperidin-1-yl)ethyl}-6-fluorobenzamid